2-[2,6-bis(oxo)piperidin-3-yl]-5-hydroxy-isoindole-1,3-dione O=C1NC(CCC1N1C(C2=CC=C(C=C2C1=O)O)=O)=O